(3-(2-(2-methoxyethoxy)ethoxy)phenyl)but-3-en-2-one COCCOCCOC=1C=C(C=CC1)CC(C=C)=O